1-(3-(pyrrolidin-1-yl)phenyl)-1,4-diazacycloheptane hydrochloride Cl.N1(CCCC1)C=1C=C(C=CC1)N1CCNCCC1